FC=1C(=NC(=NC1)NC1CCN(CC1)S(=O)(=O)C=1C=NC=CC1)C=1C=C2C=CC=NC2=C(C1)F 5-Fluoro-4-(8-fluoroquinolin-6-yl)-N-(1-(pyridin-3-ylsulfonyl)piperidin-4-yl)pyrimidin-2-amine